4-[(4-nitrobenzoyl)amino]-2-trifluoromethylbenzoic acid [N+](=O)([O-])C1=CC=C(C(=O)NC2=CC(=C(C(=O)O)C=C2)C(F)(F)F)C=C1